(5S)-3-(1-(2-aminopyridin-4-yl)-2-methoxyethyl)-5-(trifluoromethyl)pyrrolidin-2-one NC1=NC=CC(=C1)C(COC)C1C(N[C@@H](C1)C(F)(F)F)=O